N-(N-((R)-1-phenylmethylaziridine-2-carbonyl)-N-methylglycinyl)-N-methyl-L-valine C1(=CC=CC=C1)C[N@]1C(C1)C(=O)N(CC(=O)N([C@@H](C(C)C)C(=O)O)C)C